FC(OC1=CC=C(C=C1)N1N=C(C=2C1=NC(=NC2)C(=O)O)C#CC2=CC=CC=C2)F 1-(4-(difluoromethoxy)phenyl)-3-(phenylethynyl)-1H-pyrazolo[3,4-d]pyrimidine-6-carboxylic acid